C[C@@H]1N(C[C@H](NC1)C)C=1C2=C(N=CN1)N(C=C2C2=CC=CC=C2)C2=NC=CC(=C2)OC(F)(F)F 4-((2S,5R)-2,5-Dimethylpiperazin-1-yl)-5-phenyl-7-(4-(trifluoromethoxy)pyridin-2-yl)-7H-pyrrolo[2,3-d]pyrimidine